C12CNCC(CS1)N2C(=O)OCC2=CC=CC=C2 benzyl 3,8-diaza-7-thiabicyclo[3.2.1]octane-8-carboxylate